2-tert-butyl 7-ethyl 3,4-dihydroisoquinoline-2,7(1H)-dicarboxylate C1N(CCC2=CC=C(C=C12)C(=O)OCC)C(=O)OC(C)(C)C